N-cyclohexyl-4-(N-cyclohexyl-carbonylamino)benzamide C1(CCCCC1)NC(C1=CC=C(C=C1)NC(=O)C1CCCCC1)=O